tert-butyl ((1R,4R)-4-aminocyclohexyl)carbamate CC(C)(C)OC(=O)NC1CCC(CC1)N